(1S,3S)-3-((6-chloroquinazolin-4-yl)amino)cyclopentan-1-aminium chloride [Cl-].ClC=1C=C2C(=NC=NC2=CC1)N[C@@H]1C[C@H](CC1)[NH3+]